5-((5-(methylsulfonyl)-6-(phenylethynyl)pyridin-3-yl)oxy)-1H-1,2,3-triazole-4-carboxylic acid CS(=O)(=O)C=1C=C(C=NC1C#CC1=CC=CC=C1)OC1=C(N=NN1)C(=O)O